4-[2-(4-aminopiperidin-1-yl)-5-[4-(2-hydroxyethyl)phenyl]-1-methyl-6-oxopyrimidin-4-yl]-2-fluorobenzonitrile NC1CCN(CC1)C=1N(C(C(=C(N1)C1=CC(=C(C#N)C=C1)F)C1=CC=C(C=C1)CCO)=O)C